tri(isopropyl) phosphate P(=O)(OC(C)C)(OC(C)C)OC(C)C